((2,5-dimethyl-4,5-dihydropyrazolo[1,5-a]pyrido[3,4-e]pyrazin-6-yl)amino)-N-(methyl-d3)pyridazine-3-carboxamide CC1=NN2C(CN(C3=C2C=CN=C3NC3=C(N=NC=C3)C(=O)NC([2H])([2H])[2H])C)=C1